[2H]C([2H])([2H])C(=O)C([2H])([2H])C 2-butanone-D5